4-((4-Bromo-2,6-difluorobenzyl)amino)-6-fluoro-7-methoxyquinoline-3-carboxylic acid ethyl ester C(C)OC(=O)C=1C=NC2=CC(=C(C=C2C1NCC1=C(C=C(C=C1F)Br)F)F)OC